N[C@@H](CC(=O)O)CC1=CC=CC2=CC=CC=C12 (R)-β-amino-4-(1-naphthyl)-butyric acid